C(C)(=O)[C@@H]1C([C@@H](C1)CC(=O)ON=CC1=CC=C(C=C1)Br)(C)C 4-bromobenzaldehyde O-(2-((1S,3S)-3-acetyl-2,2-dimethylcyclobutyl)acetyl) oxime